C(=O)(OC(C)(C)C)NCCOCCOCC(=O)O N-Boc-2-(2-(2-aminoethoxy)ethoxy)acetic acid